NC=1C=NN(C1C)CC(C)C 1-(4-amino-5-methyl-1H-pyrazol-1-yl)-2-methylpropan